FC(C(=O)O)(F)F.FC=1C=2N(C=C(C1)NC(=O)C1=CC=C(C3=CN(N=C13)C1COC1)N1CCNCC1)C=C(N2)C N-{8-fluoro-2-methylimidazo[1,2-a]pyridin-6-yl}-2-(oxetan-3-yl)-4-(piperazin-1-yl)indazole-7-carboxamide trifluoroacetic acid salt